FC1=C(C(=CC(=C1)[N+](=O)[O-])F)N1CCC(CC1)CC(=O)O 2-[1-(2,6-difluoro-4-nitro-phenyl)-4-piperidyl]acetic acid